1-(2-(dimethylamino)ethyl)piperazin-2-one CN(CCN1C(CNCC1)=O)C